(2R,6S)-4-[8-({8-fluoro-2-methylimidazo[1,2-a]pyridin-6-yl}carbamoyl)-3-methylquinoxalin-5-yl]-2,6-dimethylpiperazine-1-carboxylic acid tert-butyl ester C(C)(C)(C)OC(=O)N1[C@@H](CN(C[C@@H]1C)C1=C2N=C(C=NC2=C(C=C1)C(NC=1C=C(C=2N(C1)C=C(N2)C)F)=O)C)C